C(CCCCCCCC)OCOCCCC(CC(CC(C)Br)C)C 8-bromo-4,6-dimethylnonyl nonyloxymethyl ether